1-(aminomethyl)-N,N-dimethylcyclopropan-1-amine NCC1(CC1)N(C)C